(1R,2S)-2-(4-fluorophenyl)cyclopropylamine FC1=CC=C(C=C1)[C@H]1[C@@H](C1)N